C(C)(C)C=1C=NOC1C1=CC=C(C=C1)C=1C=C(C=NC1)C1=CC=NC2=C1C=C1N2CCN(C1=O)C 4-(5-(4-(4-isopropylisoxazol-5-yl)phenyl)pyridin-3-yl)-7-methyl-8,9-dihydropyrido[3',2':4,5]pyrrolo[1,2-a]pyrazin-6(7H)-one